{4-[6-amino-5-(2-chloro-4-fluoro-benzyloxy)-pyridin-3-yl]-phenyl}-(4-methyl-piperazin-1-yl)-methanone NC1=C(C=C(C=N1)C1=CC=C(C=C1)C(=O)N1CCN(CC1)C)OCC1=C(C=C(C=C1)F)Cl